4-(chloromethyl)-2-(4-ethylphenyl)thiazole ClCC=1N=C(SC1)C1=CC=C(C=C1)CC